(S)-2-hydroxy-1-(2-iminothiazoline-3-yl)-2-phenylethane-1-one O[C@H](C(=O)N1C(SC=C1)=N)C1=CC=CC=C1